F[C@@H]1[C@@]2(C[C@@H]([C@](C[C@H]1C(=C)C=1N=CC(=NC1)C1=C(C=C(C=C1)N1C=NC=C1)O)(N2)C)F)C 2-(5-(1-((1S,2S,3S,5S,6S)-2,6-difluoro-1,5-dimethyl-8-azabicyclo[3.2.1]octan-3-yl)vinyl)pyrazin-2-yl)-5-(1H-imidazol-1-yl)phenol